COC(=O)C1=CC2=C(C(N(C=C2C2=C(C=CC=C2)OC2=CC=CC=C2)C)=O)N1S(=O)(=O)CC1=CC=CC=C1 6-methyl-7-oxo-4-(2-phenoxyphenyl)-1-toluenesulfonyl-6,7-dihydro-1H-pyrrolo[2,3-c]pyridine-2-carboxylic acid methyl ester